(1R,2S,5S)-3-(diphenylcarbamoyl)-8-(ethyl(thiophene-3-ylmethyl)carbamoyl)-3,8-diazabicyclo[3.2.1]octane-2-carboxylic acid C1(=CC=CC=C1)N(C(=O)N1[C@@H]([C@H]2CC[C@@H](C1)N2C(N(CC2=CSC=C2)CC)=O)C(=O)O)C2=CC=CC=C2